COC=1C=C(C2=C(C=CO2)C1)O 5-Methoxybenzofuran-7-ol